N,N-di(β-hydroxypropyl)aniline OC(CN(C1=CC=CC=C1)CC(C)O)C